(2R,3R,4S,5R)-2-{4-amino-5-bromo-7H-pyrrolo[2,3-d]pyrimidin-7-yl}-5-[(1E)-2-(azetidin-3-yl)ethenyl]oxolane NC=1C2=C(N=CN1)N(C=C2Br)[C@@H]2O[C@H](CC2)\C=C\C2CNC2